methyl 2-methoxy-6-propylisonicotinate COC=1C=C(C(=O)OC)C=C(N1)CCC